2,4,5,6-tetrakis[3,6-bis(2-methylpropan-2-yl)carbazol-9-yl]benzene-1,3-dinitrile CC(C)(C)C=1C=CC=2N(C3=CC=C(C=C3C2C1)C(C)(C)C)C1=C(C(=C(C(=C1C#N)N1C2=CC=C(C=C2C=2C=C(C=CC12)C(C)(C)C)C(C)(C)C)N1C2=CC=C(C=C2C=2C=C(C=CC12)C(C)(C)C)C(C)(C)C)N1C2=CC=C(C=C2C=2C=C(C=CC12)C(C)(C)C)C(C)(C)C)C#N